C(C#CC)(=O)OC(CN1C(=CC(C=C1C)=C=O)C)C1=CC(=C(C=C1)OC)OCC1CC1 (1-(3-cyclopropylmethoxy-4-methoxyphenyl)-2-(2,6-dimethyl-4-carbonylpyridin-1(4H)-yl) ethyl) but-2-ynoate